(R/S)-(3-fluoro-2-(pyrimidin-2-yl)phenyl)(6-((5-(trifluoromethyl)pyridin-2-yl)oxy)-2-azabicyclo[2.2.1]heptan-2-yl)methanone FC=1C(=C(C=CC1)C(=O)N1[C@H]2C(CC(C1)C2)OC2=NC=C(C=C2)C(F)(F)F)C2=NC=CC=N2 |r|